C(C)(C)(C)OC(=O)N1[C@@H](C2=CC=CC=C2CC1)C(=O)O (S)-2-tert-butoxycarbonyl-3,4-dihydro-1H-isoquinoline-1-carboxylic acid